O=C1N(C=CC2=CC(=CC=C12)C=1C(=NNC1)C(F)(F)F)CC=1C=CC=C(C(=O)N)C1 5-((1-oxo-6-(3-(trifluoromethyl)-1H-pyrazol-4-yl)isoquinolin-2(1H)-yl)methyl)benzamide